6-(4-fluorophenyl)imidazo[1,2-a]pyridine-2-carboxylic acid FC1=CC=C(C=C1)C=1C=CC=2N(C1)C=C(N2)C(=O)O